(S)-4-nitrophenyl-2-(tert-butoxycarbonylamino)-3-methylbutanoate [N+](=O)([O-])C1=CC=C(C=C1)OC([C@H](C(C)C)NC(=O)OC(C)(C)C)=O